ClC(C1=NC(=NO1)C1=CC=C(CP(NC2=CC=C(C=C2)C(F)(F)F)(=O)C)C=C1)(F)F P-(4-(5-(chlorodifluoromethyl)-1,2,4-oxadiazol-3-yl)benzyl)-P-methyl-N-(4-(trifluoromethyl)phenyl)phosphinic amide